ClC1=C(C=C(/C(=N/O)/N)C=C1)F (Z)-4-chloro-3-fluoro-N'-hydroxybenzamidine